methyl 5-(3-cyclopropylphenoxy)-3-methoxy-pyridazine-4-carboxylate C1(CC1)C=1C=C(OC=2C(=C(N=NC2)OC)C(=O)OC)C=CC1